FC=1C=C(NC2C(NC(CC2)=O)=O)C=C(C1C1CCN(CC1)C1CCC(CC1)CCO)F 3-[3,5-difluoro-4-[1-[4-(2-hydroxyethyl)cyclohexyl]-4-piperidyl]anilino]piperidine-2,6-dione